(E)-3-(2-(4-(trifluoromethyl)phenyl)prop-1-en-1-yl)isonicotinic acid FC(C1=CC=C(C=C1)/C(=C/C1=C(C(=O)O)C=CN=C1)/C)(F)F